OC=1C=NC=2C=3C=4NCCNC(C4SC3C=CC2N1)=O 5-hydroxy-11-thia-3,6,14,17-tetraazatetracyclo[8.8.0.02,7.012,18]octadeca-1(10),2(7),3,5,8,12(18)-hexaen-13-one